bis-isopropylsulfonyl-methane C(C)(C)S(=O)(=O)CS(=O)(=O)C(C)C